BrC1=NN=C(S1)CNC(C(=O)OCC)C ethyl 2-[(5-bromo-1,3,4-thiadiazol-2-yl)methylamino]propanoate